3-[[4-[4-Chloro-3-(difluoromethoxy)phenyl]pyrazol-1-yl]methyl]-5-propyl-1H-pyrazole ClC1=C(C=C(C=C1)C=1C=NN(C1)CC1=NNC(=C1)CCC)OC(F)F